[I-].C(CCC)[N+](CCCC)(CCCC)CCCC Tetrabutyl-ammonium iodid